FC(C(=O)N[C@@H]1CCC2=CC(=CC=C12)C1=NOC(=N1)COC)F (R)-2,2-difluoro-N-(5-(5-(methoxymethyl)-1,2,4-oxadiazol-3-yl)-2,3-dihydro-1H-inden-1-yl)acetamide